IC1=C(CN2CCCC23CCN(CC3)C(=O)OC(C)(C)C)C=CC(=C1)C(F)(F)F tert-butyl 1-(2-iodo-4-(trifluoromethyl)benzyl)-1,8-diazaspiro[4.5]decane-8-carboxylate